C(C1=CC=CC=C1)C1=NN(C(=N1)CCC)CCCCCC[Si](OCC)(OCC)OCC 3-Benzyl-5-propyl-1-[6-(triethoxysilyl)hexyl]-1,2,4-triazole